O[C@H]1[C@@H](O[C@H]([C@@H](C1)O)C)O[C@@H](CC/C=C/C(=O)N1CCCC1)C (R,E)-6-(((2R,3R,5R,6S)-3,5-dihydroxy-6-methyltetrahydro-2H-pyran-2-yl)oxy)-1-(pyrrolidin-1-yl)hept-2-en-1-one